bis(fluorosulphonyl)amide FS(=O)(=O)[N-]S(=O)(=O)F